ClC=1C=C2C=NC(=NC2=CC1C1CCN(CC1)[C@@H]1[C@@H](COC1)O)NC1=CC(=NN1C([2H])([2H])[2H])C |o1:17,18| (3S,4S) or (3R,4R)-4-(4-(6-chloro-2-((3-methyl-1-(methyl-d3)-1H-pyrazol-5-yl)amino)quinazolin-7-yl)piperidin-1-yl)tetrahydrofuran-3-ol